The molecule is an N-substituted diamine that consists of 1,6-hexanediamine bearing two 2-carboxy-4,6-dinitrophenyl (DNCP) substituents at the N(1)- and N(6)-positions. It is a C-nitro compound, a member of benzoic acids and a N-substituted diamine. It derives from a hexane-1,6-diamine. C1=C(C=C(C(=C1C(=O)O)NCCCCCCNC2=C(C=C(C=C2[N+](=O)[O-])[N+](=O)[O-])C(=O)O)[N+](=O)[O-])[N+](=O)[O-]